(2R,3R,4R,5R)-5-(((3-chloro-1,2,4-thiadiazol-5-yl)amino)methyl)-2-(hydroxymethyl)tetrahydro-2H-pyran-3,4-diol ClC1=NSC(=N1)NC[C@H]1[C@H]([C@H]([C@H](OC1)CO)O)O